C1(=CC=CC=C1)N1C=2C=CC=CC2N(C2=CC=CC=C12)C1=NC(=C(C(=C1N1C2=CC=C(C=C2C=2C=C(C=CC12)C)C)C1=CC(=CC(=C1)C)C)N1C2=CC=C(C=C2C=2C=C(C=CC12)C)C)N1C2=CC=C(C=C2C=2C=C(C=CC12)C)C 5-phenyl-10-(3,5,6-tris(3,6-dimethyl-9H-carbazol-9-yl)-4-(3,5-dimethylphenyl)pyridin-2-yl)-5,10-dihydrophenazine